octaethylene glycol diacrylate C(C=C)(=O)OCCOCCOCCOCCOCCOCCOCCOCCOC(C=C)=O